FP1(NP=NP2(N1O2)(F)F)(F)F epoxy(pentafluoro)cyclotriphosphazene